1-(4-((2-(4-Cyanopiperidin-1-yl)-5-oxo-5,6-dihydropyrimido[4,5-d]pyridazin-4-yl)amino)phenyl)piperidin C(#N)C1CCN(CC1)C=1N=C(C2=C(C=NNC2=O)N1)NC1=CC=C(C=C1)N1CCCCC1